C(C1=CC=CC=C1)[C@@H]1N(C(OC1)=O)C=1C=C(C=C(C1)C)C(C)NC=1C(=NC(=CC1)Cl)C(=O)O 3-((1-(3-((S)-4-Benzyl-2-oxooxazolidin-3-yl)-5-methylphenyl)ethyl)amino)-6-chloropicolinic acid